(2Z)-6-iodo-1,1-diethoxy-2-hexene ICCC\C=C/C(OCC)OCC